CC=1C(=C2C=NNC2=CC1C)C1=C(C=2N=C(N=C(C2C=N1)N1CCOCC(C1)(O)C)OCC12CCCN2CCC1)F 4-(7-(5,6-dimethyl-1H-indazol-4-yl)-8-fluoro-2-((hexahydro-1H-pyrrolizin-7a-yl)methoxy)pyrido[4,3-d]pyrimidin-4-yl)-6-methyl-1,4-oxazepan-6-ol